N1C(=NC2=C1C=CC=C2)C=2C=C(NC1=CC=C(C=C1)C=1OC3=C(C1)C=CC=C3)C=CC2 3-(1H-benzo[d]imidazol-2-yl)-N-(4-(benzofuran-2-yl)phenyl)aniline